lead phthalic anhydride C1(C=2C(C(=O)O1)=CC=CC2)=O.[Pb]